2-[3-(benzimidazol-1-yl)phenoxy]-9-[4-tert-butylphenyl-3,5-di(methyl-d3)pyridin-2-yl]carbazole N1(C=NC2=C1C=CC=C2)C=2C=C(OC1=CC=3N(C4=CC=CC=C4C3C=C1)C1=NC=C(C(=C1C([2H])([2H])[2H])C1=CC=C(C=C1)C(C)(C)C)C([2H])([2H])[2H])C=CC2